(R)-morpholino(1-((4-(pentan-3-ylsulfonyl)phenyl)sulfonyl)piperidin-3-yl)methanone O1CCN(CC1)C(=O)[C@H]1CN(CCC1)S(=O)(=O)C1=CC=C(C=C1)S(=O)(=O)C(CC)CC